3-Bromo-5-iodopyridin-2-amine BrC=1C(=NC=C(C1)I)N